5-(4'-methoxy-3'-methyl-4-nitro-[1,1'-biphenyl]-2-yl)-2-trityl-2H-tetrazole COC1=C(C=C(C=C1)C1=C(C=C(C=C1)[N+](=O)[O-])C=1N=NN(N1)C(C1=CC=CC=C1)(C1=CC=CC=C1)C1=CC=CC=C1)C